CS(=O)(=O)N1C2=C(OCC1)C(=NC=N2)N[C@@H]2CCC=1NC3=CC=CC=C3C1C2 8-methylsulfonyl-N-[(3R)-2,3,4,9-tetrahydro-1H-carbazol-3-yl]-6,7-dihydropyrimido[5,4-b][1,4]oxazin-4-amine